N-cyclopropyl-N-methyl-2-[(3R)-3-methylmorpholin-4-yl]-8-[1-(tetrahydro-2H-pyran-2-yl)-1H-pyrazol-5-yl]-1,7-naphthyridin-4-amine C1(CC1)N(C1=CC(=NC2=C(N=CC=C12)C1=CC=NN1C1OCCCC1)N1[C@@H](COCC1)C)C